C(C)N1N=C(C(=C1)C1=NC=NC2=CC(=C(C=C12)[N+](=O)[O-])OC)C1=CC=C(C=C1)F 4-(1-ethyl-3-(4-fluorophenyl)-1H-pyrazol-4-yl)-7-methoxy-6-nitroquinazoline